C1(CCCCC1)CNC(CC1C(NC2=C(S1)N=CC=C2)=O)=O N-(cyclohexylmethyl)-2-(2-oxo-2,3-dihydro-1H-pyrido[2,3-b][1,4]thiazin-3-yl)acetamide